3-(3-Fluorophenyl)-2-methylazetidine-3-carboxylic acid ethyl ester C(C)OC(=O)C1(C(NC1)C)C1=CC(=CC=C1)F